N-(4-((4-((5-aminopentyl)oxy)phenyl)carbamoyl)benzyl)-N-cyclopropyl-3-oxo-3,4-dihydro-2H-benzo[b][1,4]oxazine-7-carboxamide 2,2,2-trifluoroacetate FC(C(=O)O)(F)F.NCCCCCOC1=CC=C(C=C1)NC(=O)C1=CC=C(CN(C(=O)C=2C=CC3=C(OCC(N3)=O)C2)C2CC2)C=C1